BrC=1C=CC=2C3=C(CC2C1)C=CC1=NSN=C13 8-bromo-6H-fluoreno[3,4-c][1,2,5]thiadiazole